5-methoxy-2-(2H-[1,2,3]triazol-2-yl)-benzoic acid COC=1C=CC(=C(C(=O)O)C1)N1N=CC=N1